OC1(CCC1)C1=NOC(=C1)C 1-(3-(1-hydroxycyclobutyl)1H-isoxazol-5-yl)-methane